S1C(=CC=C1)CCC1=C(C(=O)O)C=CC=C1 [2-(thienyl)ethyl]benzoic acid